FC(OC1=CC2=C(N=C(O2)C=2C(=C(C=CC2)C2=C(C(=CC=C2)C=2OC3=C(N2)C=C(C=C3)CN[C@H]3[C@H](CCC3)O)C)C)C=C1CN1[C@@H](CCC1)C(=O)O)F ((6-(difluoromethoxy)-2-(3'-(5-((((1R,2S)-2-hydroxycyclopentyl)amino)methyl)benzo[d]oxazol-2-yl)-2,2'-dimethyl-[1,1'-biphenyl]-3-yl)benzo[d]oxazol-5-yl)methyl)-L-proline